FC(C=1C=C(C(=O)NC(C)C=2C(=NC=CN2)C(=O)NCC)C=C(C1)C(F)(F)F)(F)F 3-[1-[[3,5-bis(trifluoromethyl)benzoyl]amino]ethyl]-N-ethyl-pyrazine-2-carboxamide